C1(=CC=CC2=CC=CC=C12)[Si](OCC)(OCC)OCC naphthalene-1-yltriethoxysilane